Cycloheptene-5-one oxime C1=CCCC(CC1)=NO